C(C)(C)(C)N(C(=O)C1=NN(C=2C3=C(CCC12)C=C(C(=C3)C=3C=NC=C(C3)C#N)OC)C3=CC(=CC(=C3)Cl)Cl)C N-tert-butyl-8-(5-cyano-3-pyridyl)-1-(3,5-dichlorophenyl)-7-methoxy-N-methyl-4,5-dihydrobenzo[g]indazole-3-carboxamide